NC=1C=2N(C=CN1)C(=NC2C2=CC(=C(C=C2)NC(=O)NC2=CC(=NN2C2=CC=CC=C2)C(C)(C)C)F)C2CC2 1-(4-(8-amino-3-cyclopropylimidazo[1,5-a]pyrazin-1-yl)-2-fluorophenyl)-3-(3-(tert-butyl)-1-phenyl-1H-pyrazol-5-yl)urea